S(=O)(=O)(C1=CC=C(C)C=C1)N1C=CC=2C1=NC=C(C2)C=CC(=O)O 3-(1-tosyl-1H-pyrrolo[2,3-b]pyridin-5-yl)acrylic acid